(4R)-2-{[(2S)-1,4-dioxan-2-yl]methyl}-4-methyl-8-(trifluoromethyl)-N-{[2-(trifluoromethyl)pyrimidin-5-yl]methyl}-4,5-dihydro-2H-furo[2,3-g]indazole-7-carboxamide O1[C@H](COCC1)CN1N=C2C3=C(C[C@H](C2=C1)C)OC(=C3C(F)(F)F)C(=O)NCC=3C=NC(=NC3)C(F)(F)F